ClC=1N=C2C(=NC1)NC=C2I 2-chloro-7-iodo-5H-pyrrolo[2,3-b]Pyrazine